C(C1=CC(O)=C(O)C(O)=C1)(=O)OCCC(CCCCCC)=O 1-(galloyloxy)nonan-3-one